[N+](=O)([O-])C1=CC=C(C=C1)C1CCN(CC1)C=1C=NN(C1)C1CCNCC1 4-(4-nitrophenyl)-1-[1-(4-piperidyl)pyrazol-4-yl]piperidine